ClC=1C=C(C=CC1Cl)NC(=O)[C@H]1[C@H]2C[C@@]([C@@H]([C@@H]1C1=CC(=NC=C1)C)O2)(C)O (1R,2R,3S,4R,5R)-N-(3,4-dichlorophenyl)-5-hydroxy-5-methyl-3-(2-methylpyridin-4-yl)-7-oxabicyclo[2.2.1]Heptane-2-carboxamide